C(#N)C1=CC=C(CCN[C@H](C(=O)NC=2C=NC(=CC2)N2CCCC2)C2=CC=CC=C2)C=C1 |r| (S)- and (R)-2-((4-cyanophenethyl)amino)-2-phenyl-N-(6-(pyrrolidin-1-yl)pyridin-3-yl)acetamide